(5-chloro-2-(phenylethynyl)phenyl)(methyl)sulfane ClC=1C=CC(=C(C1)SC)C#CC1=CC=CC=C1